(1R,2S,3R,5R)-3-[4-(methylamino)pyrrolo[2,3-d]pyrimidin-7-yl]-5-{[phenyl({3-[(2-phenylethyl)amino]propyl})amino]methyl}cyclopentane-1,2-diol CNC=1C2=C(N=CN1)N(C=C2)[C@H]2[C@@H]([C@@H]([C@H](C2)CN(CCCNCCC2=CC=CC=C2)C2=CC=CC=C2)O)O